C(C)OC([C@@H](CC1=NC=CC=N1)NC(=O)NC1=C2CCCC2=CC=C1C1=CC(=NC=C1)OC)=O (R)-2-(3-(5-(2-methoxypyridin-4-yl)-2,3-dihydro-1H-inden-4-yl)ureido)-3-(pyrimidin-2-yl)propionic acid ethyl ester